1-(4-tert-butylbenzyl)-5-amino-1H-indole-3-carbonitrile C(C)(C)(C)C1=CC=C(CN2C=C(C3=CC(=CC=C23)N)C#N)C=C1